FC=1C=C2NC(C=3N(C2=C(C1)C)C(=NN3)C)(C)C 7-fluoro-1,4,4,9-tetramethyl-5H-[1,2,4]triazolo[4,3-a]quinoxaline